N-((1R,5S,8S)-3-(5-(4-(((R)-1-cyanoethyl)amino)-6-(3-cyanopyrrolo[1,2-b]pyridazin-7-yl)pyridin-3-yl)-1,3,4-thiadiazol-2-yl)-3-azabicyclo[3.2.1]oct-8-yl)acetamide C(#N)[C@@H](C)NC1=C(C=NC(=C1)C1=CC=C2N1N=CC(=C2)C#N)C2=NN=C(S2)N2C[C@H]1CC[C@@H](C2)C1NC(C)=O